(Z)-Methyl 5-methyl-3-(((4-(((1-methylpiperidin-4-yl)oxy)carbamoyl)phenyl)amino)(phenyl)methylene)-2-oxoindoline-6-carboxylate CC=1C=C2/C(/C(NC2=CC1C(=O)OC)=O)=C(\C1=CC=CC=C1)/NC1=CC=C(C=C1)C(NOC1CCN(CC1)C)=O